3-(1,2,3,5,6,7-hexahydro-s-indacen-4-yl)-1-[(1-methyl-1H-pyrazol-4-yl)[2-(morpholin-4-yl)ethyl]sulfamoyl]urea sodium salt [Na].C1CCC2=C(C=3CCCC3C=C12)NC(NS(N(CCN1CCOCC1)C=1C=NN(C1)C)(=O)=O)=O